C(C1=CC=CC=C1)(C1=CC=CC=C1)C=1C=C(C=C(C1)C(C1=CC=CC=C1)C1=CC=CC=C1)Br 3,5-bis(benzhydryl)bromobenzene